(2R)-morpholine-2-carboxylic acid hydrochloride Cl.N1C[C@@H](OCC1)C(=O)O